3-(2-methoxyethyl)-6-methyl-6-(8-(prop-1-yn-1-yl)dibenzo[b,d]thiophen-2-yl)tetrahydropyrimidin-4(1H)-one COCCN1CNC(CC1=O)(C1=CC2=C(SC3=C2C=C(C=C3)C#CC)C=C1)C